4-(4-(2,2-di-methylpropyl-1,1-d2)Phenyl)pyridine CC(C([2H])([2H])C1=CC=C(C=C1)C1=CC=NC=C1)(C)C